O=C1OC2=C(N1)C=C(C=C2)C2(CC2)C(=O)O 1-(2-oxo-2,3-dihydrobenzo[d]oxazol-5-yl)cyclopropanecarboxylic acid